ClC=1C=C(C(=O)NC2=NN(C(=C2)C2=NC3=C(N2)C=CC(=C3)F)C)C=CC1OC 3-chloro-N-[5-(5-fluoro-1H-benzimidazol-2-yl)-1-methyl-pyrazol-3-yl]-4-methoxy-benzamide